tris[carboxymethyl]ethylenediamine C(=O)(O)CNCCN(CC(=O)O)CC(=O)O